C1(=CC=CC=C1)S(=O)(=O)N1CC(NCC1)=O 4-(benzenesulfonyl)piperazine-2-one